CC=1C=C(C=C(C1N1CCN(CC1)C)C)C=1C=C2C(=NC1)N(C=C2C#CC2(CCC2)CO)S(=O)(=O)CC2=CC=CC=C2 (1-((5-(3,5-dimethyl-4-(4-methylpiperazin-1-yl)phenyl)-1-toluenesulfonyl-1H-pyrrolo[2,3-b]pyridin-3-yl)ethynyl)cyclobutyl)methanol